C1(=CC=CC=C1)C1=C(C(=C(C(=N1)N1C=2C=CC=CC2C(C2=CC=CC=C12)(C1=CC=CC=C1)C1=CC=CC=C1)N1C=2C=CC=CC2C(C2=CC=CC=C12)(C1=CC=CC=C1)C1=CC=CC=C1)C1=CC=C(C=C1)C1=NC=CC=C1)N1C=2C=CC=CC2C(C2=CC=CC=C12)(C1=CC=CC=C1)C1=CC=CC=C1 10,10',10''-(6-phenyl-4-(4-(pyridin-2-yl)phenyl)pyridine-2,3,5-triyl)tris(9,9-diphenyl-9,10-dihydroacridine)